CC1=NN(C=C1B1OC(C(O1)(C)C)(C)C)C1OCCCC1 3-Methyl-1-(tetrahydro-2H-pyran-2-yl)-4-(4,4,5,5-tetramethyl-1,3,2-dioxaborolan-2-yl)-1H-pyrazole